N=1C=C(N2C1C=CC=C2)C(=O)N2CC1=C(CC2)C(=CS1)C(=O)NC1=CC(=C(C=C1)OC1COCC1)C(F)(F)F 6-(imidazo[1,2-a]pyridine-3-carbonyl)-N-(4-((tetrahydrofuran-3-yl)oxy)-3-(trifluoromethyl)phenyl)-4,5,6,7-tetrahydrothieno[2,3-c]pyridine-3-carboxamide